CCCCCCCCCCCCCCCCCC(=O)NCCNC(=O)CCCCCCCCC(=O)NCCNC(=O)CCCCCCCCCCCCCCCCC N,N'-bis[2-(2-aminoethyl)octadecanoyl]decanediamide